6-[(3-cyclopropyl-5-methyl-pyrazol-1-yl)methyl]-2-azaspiro[3.3]heptane C1(CC1)C1=NN(C(=C1)C)CC1CC2(CNC2)C1